FC=1C=C2N(CCN(C2=CC1)C(=O)NCC1CN(C1)C(=O)OC(C)(C)C)C1=CC=C(C=C1)F tert-butyl 3-((6-Fluoro-4-(4-fluorophenyl)-1,2,3,4-tetrahydroquinoxaline-1-carboxamido)methyl)azetidine-1-carboxylate